(S)-6-(((1-([1,1'-bi(cyclopropan)]-1-yl)-1H-1,2,3-triazol-4-yl)(quinolin-5-yl)methyl)amino)-8-chloro-4-(neopentylamino)quinoline-3-carbonitrile C1(CC1)(C1CC1)N1N=NC(=C1)[C@H](C1=C2C=CC=NC2=CC=C1)NC=1C=C2C(=C(C=NC2=C(C1)Cl)C#N)NCC(C)(C)C